octadecan-9-yl 8-[2-(8-heptadecan-9-yloxy-8-oxooctoxy)-3-[2-[2-[2-[2-[(1-methylpiperidine-4-carbonyl)amino]ethoxy]ethoxy] ethoxy]ethoxy]propoxy]octanoate CCCCCCCCC(CCCCCCCC)OC(CCCCCCCOC(COCCCCCCCC(=O)OC(CCCCCCCC)CCCCCCCCC)COCCOCCOCCOCCNC(=O)C1CCN(CC1)C)=O